ClC1=CC=2CCN(S(C2C=N1)(=O)=O)C(C(=O)O)C(C)C1=C(C(=CC=C1F)C)C 2-(6-chloro-1,1-dioxido-3,4-dihydro-2H-pyrido[4,3-e][1,2]thiazin-2-yl)-3-(6-fluoro-2,3-dimethylphenyl)butanoic acid